CN1C(N(C2=C3C(=NC=C21)NC(=C3)C3=CC=C(C=C3)CN(CCCS(=O)(=O)C)C)C3=CC=CC=C3)=O 3-methyl-7-(4-((methyl(3-(methylsulfonyl)propyl)amino)methyl)phenyl)-1-phenyl-3,6-dihydroimidazo[4,5-d]pyrrolo[2,3-b]pyridin-2(1H)-one